OC1=C(C=C(C(=C1)C1=CC=C(C=C1)C(=O)O)O)C1=CC=C(C=C1)C(=O)O 2',5'-dihydroxy-[1,1':4',1'']-terphenyl-4,4''-dicarboxylic acid